2-azaspiro[4.5]decan-8-amine hydrochloride Cl.C1NCCC12CCC(CC2)N